(S)-N-(1-(2-chloro-6-methylphenyl)-1,4,5,7-tetrahydropyrano[3,4-c]pyrazol-4-yl)-4,5,6,7-tetrahydro-1H-indazole-3-carboxamide ClC1=C(C(=CC=C1)C)N1N=CC2=C1COC[C@H]2NC(=O)C2=NNC=1CCCCC21